isopropenyl-(4,4,5,5-tetramethyl-1,3-dioxolan-2-yl)borane C(=C)(C)BC1OC(C(O1)(C)C)(C)C